(3S)-3-{[1-cyclopentyl-5-(2,6-dimethoxyphenyl)-1H-pyrazol-3-yl]formamido}-N-methyl-5-(piperidin-1-yl)-N-(1,3-thiazol-2-yl)pentanamide C1(CCCC1)N1N=C(C=C1C1=C(C=CC=C1OC)OC)C(=O)N[C@H](CC(=O)N(C=1SC=CN1)C)CCN1CCCCC1